6-(2,4-Dimethylphenyl)-2-(pyrazin-2-yl)-5,6,7,8-tetrahydrophthalazin-1(2H)-one CC1=C(C=CC(=C1)C)C1CC=2C=NN(C(C2CC1)=O)C1=NC=CN=C1